3-morpholinosulfonylbenzaldehyde O1CCN(CC1)S(=O)(=O)C=1C=C(C=O)C=CC1